C1=NC=C(C2=CC=CC=C12)N1C[C@H](CCC1)C(=O)N(CCOCCOCCOCCOCC1=CC=CC=C1)C=1C=CC(N(C1)CC(=O)OCC)=O (S)-ethyl 2-(5-(1-(isoquinolin-4-yl)-N-(1-phenyl-2,5,8,11-tetraoxatridecan-13-yl)piperidine-3-carboxamido)-2-oxopyridin-1(2H)-yl)acetate